C12=NNCCC2CCC1 diazabicyclo(4.3.0)-nonene